C1=CC=CC=C1C(=O)OOC(C)(C)C tertbutyl perbenzoate